C(C)N1C(=NN=C1)C1=CC(=C(C=C1)NC=1N=CC2=C(N1)C(=NC(=C2)C)NCC2(COCC2)C)OC N2-(4-(4-ethyl-4H-1,2,4-triazol-3-yl)-2-methoxyphenyl)-6-methyl-N8-((3-methyltetrahydrofuran-3-yl)methyl)pyrido[3,4-d]pyrimidine-2,8-diamine